C(#N)C=1SC(=CN1)COC1=CC=CC(=N1)C1=CC(=C(C=C1F)CC=1N(C2=C(N1)C=CC(=C2)C(=O)OC)C[C@H]2OCC2)F methyl 2-[[4-[6-[(2-cyanothiazol-5-yl)methoxy]-2-pyridyl]-2,5-difluoro-phenyl]methyl]-3-[[(2S)-oxetan-2-yl]methyl]benzimidazole-5-carboxylate